CC12CC(C1)(C2)C2=NOC(=C2)N 3-(3-methylbicyclo[1.1.1]pent-1-yl)isoxazol-5-amine